6-(tert-Butoxycarbonylamino)pyridazine-4-carboxylic acid C(C)(C)(C)OC(=O)NC1=CC(=CN=N1)C(=O)O